3-(biphenyl-4-yloxy)-azetidine-1-carboxylic acid phenylamide C1(=CC=CC=C1)NC(=O)N1CC(C1)OC1=CC=C(C=C1)C1=CC=CC=C1